ClC=1C=C(C=C2C=C(C=NC12)NC1=NC(=NC=C1)NC1=CC(=C(C=C1)OC1CC(C1)N(C)C)OC)F 4-(8-chloro-6-fluoro-3-quinolylamino)-2-{3-methoxy-4-[(1s,3s)-3-(dimethylamino)cyclobutoxy]phenylamino}pyrimidine